Cl.C(C)C1=CC=C(C=C1)NC1N(C(=NC(=N1)N)N1CCCC1)C=1C=C(C=CC1)C N-(4-Ethylphenyl)-6-pyrrolidin-1-yl-N1-m-tolyl-[1,3,5]triazine-2,4-diamine hydrochloride